NCCCOC(C)=O.[Si](C1=CC=CC=C1)(C1=CC=CC=C1)(C(C)(C)C)OC1CCNCC1 4-[(tert-butyldiphenylsilyl)oxy]piperidine 3-aminopropyl-acetate